N-((1r,4r)-4-((5-(1-(2,2-difluoroethyl)-1H-benzo[d][1,2,3]triazol-6-yl)-4-methoxy-7H-pyrrolo[2,3-d]pyrimidin-2-yl)amino)-1-methylcyclohexyl)acetamide FC(CN1N=NC2=C1C=C(C=C2)C2=CNC=1N=C(N=C(C12)OC)NC1CCC(CC1)(C)NC(C)=O)F